4-[5-(4-chlorophenyl)-1-[3-(trifluoromethyl)phenyl]pyrrol-2-yl]-N-[2-(dimethylamino)ethyl]-benzamide ClC1=CC=C(C=C1)C1=CC=C(N1C1=CC(=CC=C1)C(F)(F)F)C1=CC=C(C(=O)NCCN(C)C)C=C1